O1C(CCCC1)N1N=CC=2C(=NC(=CC21)C2=CN=NS2)OCCOCCCCNC(OC(C)(C)C)=O tert-butyl (4-(2-((1-(tetrahydro-2H-pyran-2-yl)-6-(1,2,3-thiadiazol-5-yl)-1H-pyrazolo[4,3-c]pyridin-4-yl)oxy)ethoxy)butyl)carbamate